(S)-1-((3R,4S)-4-((6-(Trifluoromethyl)-7H-Pyrrolo[2,3-D]Pyrimidin-4-Yl)Amino)Chroman-3-Yl)Pyrrolidine-3-Carbonitrile FC(C1=CC2=C(N=CN=C2N[C@@H]2[C@H](COC3=CC=CC=C23)N2C[C@H](CC2)C#N)N1)(F)F